3-(7-hydroxy-1,2-benzoxazol-3-yl)piperidine-2,6-dione OC1=CC=CC=2C(=NOC21)C2C(NC(CC2)=O)=O